ClC1=C(C(=O)NC(NC2=NC=CN=C2)=O)C=CC(=C1)Cl 2,4-dichloro-N-(pyrazin-2-ylcarbamoyl)benzamide